2-(((Cis-3-(hydroxymethyl)cyclohexyl)thio)methyl)-8-methylquinazolin OC[C@H]1C[C@H](CCC1)SCC1=NC2=C(C=CC=C2C=N1)C